1-((3R,4S)-4-((4-Amino-5-(3-(2,2-difluoroethyl)-2-methyl-3H-imidazo[4,5-b]pyridin-5-yl)pyrrolo[2,1-f][1,2,4]triazin-2-yl)amino)-3-fluoropiperidin-1-yl)ethan-1-one NC1=NC(=NN2C1=C(C=C2)C2=CC=C1C(=N2)N(C(=N1)C)CC(F)F)N[C@@H]1[C@@H](CN(CC1)C(C)=O)F